O1C(C(=CC2=CC=CC=C12)C(=O)N)=O 2-chromonecarboxamide